C1=CC(=C(C2=CC=C(C=C12)C(=O)O)C(=O)O)C(=O)O 3,4,7-naphthalenetricarboxylic acid